FC(CN1N=C(C=2C1=NC(=CN2)N2CCC1(CCN(C1)C=1C=NC(=CC1)C(F)(F)F)CC2)C)F 8-[1-(2,2-difluoroethyl)-3-methyl-1H-pyrazolo[3,4-b]pyrazin-6-yl]-2-[6-(trifluoromethyl)pyridin-3-yl]-2,8-diazaspiro[4.5]decane